N-{[2-(cyclobutylmethoxy)-3,5-difluorophenyl]methyl}-5-{2-acetamidoimidazo[1,2-b]pyridazin-6-yl}-2-methoxypyridine-3-carboxamide C1(CCC1)COC1=C(C=C(C=C1F)F)CNC(=O)C=1C(=NC=C(C1)C=1C=CC=2N(N1)C=C(N2)NC(C)=O)OC